[Na+].BrCCC1=C(C=CC=C1)S(=O)(=O)[O-] (2-bromoethyl)benzenesulfonic acid sodium salt